C1(CC1)C1=C(C(=NO1)C1=C(C=CC=C1Cl)Cl)C1=CC2(C1)CCN(CC2)C=2SC1=C(N2)C(=CC(=C1)C(=O)O)F 2-(2-(5-cyclopropyl-3-(2,6-dichlorophenyl)isoxazol-4-yl)-7-azaspiro[3.5]non-1-en-7-yl)-4-fluorobenzo[d]thiazole-6-carboxylic acid